N-(2-cyclopropyl-4-(trifluoromethyl)phenyl)-1-(4-((1-(2-(2,6-dioxopiperidin-3-yl)-1,3-dioxoisoindolin-5-yl)azetidin-3-yl)ethynyl)-1H-pyrazol-1-yl)cyclobutane-1-carboxamide C1(CC1)C1=C(C=CC(=C1)C(F)(F)F)NC(=O)C1(CCC1)N1N=CC(=C1)C#CC1CN(C1)C=1C=C2C(N(C(C2=CC1)=O)C1C(NC(CC1)=O)=O)=O